N-(2,2-dimethylpropyl)-4-[4-({6-fluoropyrido[3,4-d]pyrimidin-4-yl}amino)-2-methylphenoxy]benzamide CC(CNC(C1=CC=C(C=C1)OC1=C(C=C(C=C1)NC=1C2=C(N=CN1)C=NC(=C2)F)C)=O)(C)C